C(#N)C=1C(=C(C(=O)NC2=CC=C3C=NNC3=C2)C=CC1)C(C)C 3-cyano-N-(1H-indazol-6-yl)-2-isopropylbenzamide